2-[4-(1,3-benzothiazol-2-ylmethyl)piperazin-1-yl]-4-ethyl-N-ethylsulfonyl-benzamide S1C(=NC2=C1C=CC=C2)CN2CCN(CC2)C2=C(C(=O)NS(=O)(=O)CC)C=CC(=C2)CC